The molecule is an acyl-CoA oxoanion obtained by deprotonation of the phosphate, diphosphate and carboxy groups of (2Z)-4-carboxy-2-sulfanylbut-2-enoyl-CoA. It is a conjugate base of a (2Z)-4-carboxy-2-sulfanylbut-2-enoyl-CoA. It is a tautomer of a 4-carboxylato-2-thioxobutanoyl-CoA(5-). CC(C)(COP(=O)([O-])OP(=O)([O-])OC[C@@H]1[C@H]([C@H]([C@@H](O1)N2C=NC3=C(N=CN=C32)N)O)OP(=O)([O-])[O-])C(C(=O)NCCC(=O)NCCSC(=O)/C(=C/CC(=O)[O-])/S)O